7-acetamido-4-oxo-4H-chromene-3-boronic acid C(C)(=O)NC1=CC=C2C(C(=COC2=C1)B(O)O)=O